C(C1=CC=CC=C1)S(=O)(=O)NC1=CC=CC=C1 toluenesulphonanilide